3-benzyltetrahydrofuran C(C1=CC=CC=C1)C1COCC1